NC1=C(C(=NN1C(C)C)C(=O)NC=1C(=NC=C(C1)NC(C(C)C1=CC=C(C=C1)Cl)=O)F)C(=O)N 5-amino-N3-(5-(2-(4-chlorophenyl)propionylamino)-2-fluoropyridin-3-yl)-1-isopropyl-1H-pyrazole-3,4-dicarboxamide